4,4'-(furan-2-ylmethylene)bis(2-methoxyphenol) O1C(=CC=C1)C(C1=CC(=C(C=C1)O)OC)C1=CC(=C(C=C1)O)OC